C(C)(C)(C)[S@@](=O)\N=C\1/C2=CC=CC=C2N(C12CCN(CC2)C(=O)OC(C)(C)C)C tert-butyl (3E)-3-[(R)-tert-butylsulfinyl]imino-1-methyl-spiro[indoline-2,4'-piperidine]-1'-carboxylate